N[C@@H](CC1C(NCC1)=O)C(C(C)O)=O 3-[(2S)-2-amino-4-hydroxy-3-oxopentyl]pyrrolidin-2-one